7,8-Dihydroxy-2-(4-(3-(methyl(2-(4-methylpiperazin-1-yl)ethyl)amino)propyl)phenyl)-4H-chromen-4-one trihydrochloride Cl.Cl.Cl.OC1=CC=C2C(C=C(OC2=C1O)C1=CC=C(C=C1)CCCN(CCN1CCN(CC1)C)C)=O